Tert-butyl (1-(3-amino-2-(methylamino)benzyl)piperidin-4-yl)carbamate NC=1C(=C(CN2CCC(CC2)NC(OC(C)(C)C)=O)C=CC1)NC